(2-dimethylamino-1,1-diethyl-ethyl)(trimethylsilyl)amine CN(CC(CC)(CC)N[Si](C)(C)C)C